FC1=C2C(N(C(C2=CC=C1)=O)C1C(N(C(CC1)=O)CCOCC)=O)=O 4-fluoro-2-(1-(2-ethoxyethyl)-2,6-dioxopiperidin-3-yl)isoindolin-1,3-dione